C(C)C=1C(NC=2C=C(C=NC2C1)CN1CCN(CC1)C=1C=CC(=NC1)C(=O)NC1=NN(C=C1)C([2H])([2H])[2H])=O 5-(4-((7-Ethyl-6-oxo-5,6-dihydro-1,5-naphthyridin-3-yl)methyl)piperazin-1-yl)-N-(1-(Methyl-d3)-1H-pyrazol-3-yl)pyridineamide